3-butyl-9-[(3-carbamoylphenyl)methyl]-2,3,4,9-tetrahydro-1H-carbazole-8-carboxylic acid C(CCC)C1CCC=2N(C3=C(C=CC=C3C2C1)C(=O)O)CC1=CC(=CC=C1)C(N)=O